2-(bis(3-chloro-4-fluorophenyl)methyl)-4-iodo-1H-imidazole ClC=1C=C(C=CC1F)C(C=1NC=C(N1)I)C1=CC(=C(C=C1)F)Cl